(5-(2-fluorophenyl)-5-oxopentyl) carbonate C(OCCCCC(=O)C1=C(C=CC=C1)F)([O-])=O